(2S,3S)-3-(4-ethylphenyl)-3-methyl-5-oxo-2-(4-phenoxyphenyl)tetrahydrofuran-2-nitrile C(C)C1=CC=C(C=C1)[C@]1([C@](OC(C1)=O)(C#N)C1=CC=C(C=C1)OC1=CC=CC=C1)C